(R)-4-(3-aminoazepan-1-yl)-2-(4-fluorophenyl)phthalazin-1(2H)-one N[C@H]1CN(CCCC1)C1=NN(C(C2=CC=CC=C12)=O)C1=CC=C(C=C1)F